FC1=C(C=CC(=C1)F)[C@H](C)NC(CN1C(NC2=C(C1=O)C=CN=C2)=O)=O (S)-N-(1-(2,4-difluorophenyl)ethyl)-2-(2,4-dioxo-1,4-dihydropyrido[3,4-d]pyrimidin-3(2H)-yl)acetamide